OC=1C(=C(C=C(C1O)OC)C1=NC2=C(N1C1(COC1)C)C=C(C=C2)C(=O)NC)C 2-(3,4-dihydroxy-5-methoxy-2-methylphenyl)-N-methyl-1-(3-methyloxetan-3-yl)-1H-benzo[d]imidazole-6-carboxamide